FC(C=1N=C2N(CCC3=CC(=CC=C23)CO)C1)(F)F (2-(trifluoromethyl)-5,6-dihydroimidazo[2,1-a]isoquinolin-8-yl)methanol